(S)-quinuclidin-3-yl (5-(6-butoxypyridin-3-yl)-2,2-dimethyl-2,3-dihydro-1H-inden-1-yl)carbamat C(CCC)OC1=CC=C(C=N1)C=1C=C2CC(C(C2=CC1)NC(O[C@@H]1CN2CCC1CC2)=O)(C)C